N=1C=NN2C1C=C(C=C2)OC2=CC(=C(C=C2C)NC2=NC=NC1=CC(=C(C=C21)NC(C(=CC2N(CCC2)C)F)=O)N2CC1(COC1)C2)OC N-(4-((4-([1,2,4]triazolo[1,5-a]pyridin-7-yloxy)-2-methoxy-5-methylphenyl)amino)-7-(2-oxa-6-azaspiro[3.3]heptan-6-yl)quinazolin-6-yl)-2-fluoro-3-(1-methylpyrrolidin-2-yl)acrylamide